(1s,4s)-4-((4-((1H-Indazol-5-yl)ethynyl)-[2,4'-bipyrimidin]-2'-yl)amino)cyclohexanecarboxylic acid N1N=CC2=CC(=CC=C12)C#CC1=NC(=NC=C1)C1=NC(=NC=C1)NC1CCC(CC1)C(=O)O